BrC1=NC=2C=C(C=CC2C2=C1C=NN2C)CN(C(=O)C=2C=NC(=CC2)C2(CC2)C(F)(F)F)C2=C(C=C(C=C2)F)S(=O)(=O)C N-({4-bromo-1-methyl-1H-pyrazolo[4,3-c]quinolin-7-yl}methyl)-N-(4-fluoro-2-methanesulfonylphenyl)-6-[1-(trifluoromethyl)cyclopropyl]pyridine-3-carboxamide